CC1(O[C@]2([C@@H](O1)C[C@]13[C@@H](CCC1C([C@H]2C3)(C)C)C)C)CO ((3aS,4aR,5R,9R,9aR)-2,5,8,8,9a-pentamethyloctahydro-4H-4a,9-methanoazuleno[5,6-d][1,3]dioxol-2-yl)methanol